Racemic-1-(3-(aminomethyl)phenyl)-N-(3-((cyclopropylmethylamino)(2-hydroxyphenyl)methyl)phenyl)-3-(trifluoromethyl)-1H-pyrazole-5-carboxamide NCC=1C=C(C=CC1)N1N=C(C=C1C(=O)NC1=CC(=CC=C1)[C@H](C1=C(C=CC=C1)O)NCC1CC1)C(F)(F)F |r|